(S)-2-(5-Chlorothiophen-3-carboxamido)-N1-(1-(2-(2-adamantylamino)-2-oxoethyl)-2-oxo-1,2-dihydropyridin-3-yl)-N6-methyl-5-oxohexandiamid ClC1=CC(=CS1)C(=O)N[C@H](C(=O)NC=1C(N(C=CC1)CC(=O)NC1C2CC3CC(CC1C3)C2)=O)CCC(C(=O)NC)=O